COC(CCN1CCC(CC1)(N(C(CC)=O)C1=CC=CC=C1)C(=O)OC)=O methyl{3-[4-methoxycarbonyl-4-(N-phenylpropanamido)piperidino]propanoate}